C1(CCC(N1CC(C(=O)O)(C)N1C(CCC1=O)=O)=O)=O.C(CC)(=O)OC methyl propionate succinimidyl-(succinimidyl-methylpropionate)